N,N-bis(stearoyl-oxy-ethyl)N-(2-hydroxyethyl)N-methyl-ammonium methylsulfate COS(=O)(=O)[O-].C(CCCCCCCCCCCCCCCCC)(=O)OCC[N+](C)(CCO)CCOC(CCCCCCCCCCCCCCCCC)=O